tertiary octyl-decyl-amine C(C)(C)(CC(C)(C)C)NCCCCCCCCCC